N-(2-aminoethyl)-2-(((5Z,8Z,11Z,14Z,17Z)-icosa-5,8,11,14,17-pentaen-1-yl)oxy)butanamide NCCNC(C(CC)OCCCC\C=C/C\C=C/C\C=C/C\C=C/C\C=C/CC)=O